BrC=1C(=NC=C(C(=O)OC)C1)Cl Methyl 5-bromo-6-chloronicotinate